C(C)N1CCNC2=CC(=CC=C12)C#N 1-ethyl-1,2,3,4-tetrahydroquinoxaline-6-carbonitrile